NC[C@H](CCC)O (S)-1-aminopentan-2-ol